FC1=CC(=CC2=CN(N=C12)C)NC(=O)C1=NC=CN=C1 N-(7-fluoro-2-methyl-2H-indazol-5-yl)pyrazine-2-carboxamide